1-(3-fluorophenyl)-2,4-dimethyl-1H-imidazole-5-carboxylic acid ethyl ester C(C)OC(=O)C1=C(N=C(N1C1=CC(=CC=C1)F)C)C